4-chloro-6-(4-(difluoromethylene)piperidin-1-yl)-3-fluorobenzonitrile ClC1=C(C=C(C#N)C(=C1)N1CCC(CC1)=C(F)F)F